hexahydro-6H-3,6-methanopyrrolo[3,2-c]pyridine-6-carboxamide N1CC2C3CNC(C=C31)(C2)C(=O)N